2-(6-phenylimidazo[1,5-a]pyridin-5-yl)-N-(1H-pyrazol-4-yl)acetamide C1(=CC=CC=C1)C=1C=CC=2N(C1CC(=O)NC=1C=NNC1)C=NC2